4-methyl-N-(3-nitrophenyl)-3-(N-phenylsulfamoyl)benzamide CC1=C(C=C(C(=O)NC2=CC(=CC=C2)[N+](=O)[O-])C=C1)S(NC1=CC=CC=C1)(=O)=O